C(=O)(O)N1N(N(C2=CC=NN=C2N1)C(=O)O)C(=O)O tricarboxyl-Hexaazanaphthalene